p-difluoromethoxyphenyl-boric acid FC(OC1=CC=C(C=C1)OB(O)O)F